C1=NC2=C(N1[C@H]3[C@@H]([C@@H]([C@H](O3)COP(=O)(O)OP(=O)(O)O)OP(=O)(O)OP(=O)(O)O)O)N=C(NC2=O)N The molecule is a guanosine bisphosphate having diphosphate groups at both the 3' and 5'-positions. It has a role as an Escherichia coli metabolite and a mouse metabolite. It is a conjugate acid of a guanosine 3',5'-bis(diphosphate)(6-) and a guanosine 3',5'-bis(diphosphate)(5-).